Methyl 5-cyclopropoxy-4-hydroxy-2-nitrobenzoate C1(CC1)OC=1C(=CC(=C(C(=O)OC)C1)[N+](=O)[O-])O